beta-methoxy-(N,N-dipropyl)propionamide COCCC(=O)N(CCC)CCC